BrC1=CC=C(C=C1)C1CNCCC1 3-(4-bromo-phenyl)-piperidine